BrC1=C(C=C(OC(CCC2CCN(CC2)C(=O)OC(C)(C)C)C)C=C1)C tert-butyl 4-[3-(4-bromo-3-methyl-phenoxy)butyl]piperidine-1-carboxylate